N-{6-[(2-amino-4-fluorophenyl)amino]-6-oxohexyl}-3-[4-(benzylamino)phenyl]-1H-pyrazole-5-carboxamide NC1=C(C=CC(=C1)F)NC(CCCCCNC(=O)C1=CC(=NN1)C1=CC=C(C=C1)NCC1=CC=CC=C1)=O